5,5-difluoro-1-(3-fluoro-5-(pyridin-4-yl)benzoyl)-N-(3-isopropylphenyl)piperidine-3-carboxamide FC1(CC(CN(C1)C(C1=CC(=CC(=C1)C1=CC=NC=C1)F)=O)C(=O)NC1=CC(=CC=C1)C(C)C)F